OCC12CC(CC(N1C(=O)C1=NC=CC=C1)C2)C (cis-1-(hydroxymethyl)-3-methyl-6-azabicyclo[3.1.1]heptan-6-yl)(pyridin-2-yl)methanone